IC1=CC=C(C=C1)CCCCCCCCCCCCCCCCCCP(=O)=C(O)C[N+](C)(C)C 18-(4-iodophenyl)-octadecyl-phosphorylcholine